2-chloro-N-(2-(6-chloro-3-fluoro-2-(4-fluorophenyl)pyridin-4-yl)propan-2-yl)acetamide ClCC(=O)NC(C)(C)C1=C(C(=NC(=C1)Cl)C1=CC=C(C=C1)F)F